Amino-3-phosphonopropionic acid NC(C(=O)O)CP(=O)(O)O